[Bi]1(CCCCC1)O.[Bi].[Mn] manganese bismuth (Bismanol)